2-Ethylheptanolat C(C)C(C[O-])CCCCC